N-(aminomethyl)-N-methylacetamide NCN(C(C)=O)C